N1(N=CC=C1)C1CN(CC1\C=C\C1=CC=C(C=C1)C(F)(F)F)C(=O)OC(C)(C)C tert-Butyl (E)-3-(1H-pyrazol-1-yl)-4-(4-(trifluoromethyl)styryl)pyrrolidine-1-carboxylate